tertiary-butyl-pyridine C(C)(C)(C)C1=NC=CC=C1